N-(2-methylphenyl)-p-toluenesulfonamide tert-butyl-((2R)-1-((5,5-difluorooctahydropentalen-2-yl)amino)-5,5-difluoro-1-oxohexan-2-yl)carbamate C(C)(C)(C)N(C(O)=O)[C@@H](C(=O)NC1CC2CC(CC2C1)(F)F)CCC(C)(F)F.CC1=C(C=CC=C1)NS(=O)(=O)C1=CC=C(C)C=C1